N-{[3-(cyclopentylmethoxy)pyridin-2-yl]methyl}-5-{2-acetamidoimidazo[1,2-b]pyridazin-6-yl}-2-methoxy-6-methylpyridine-3-carboxamide C1(CCCC1)COC=1C(=NC=CC1)CNC(=O)C=1C(=NC(=C(C1)C=1C=CC=2N(N1)C=C(N2)NC(C)=O)C)OC